(S)-N-((4S,7r)-3,3-difluoro-1-azaspiro[3.5]non-7-yl)-4-(5-(5-fluoro-2-methoxypyridin-4-yl)-1H-pyrazole-3-carbonyl)-4-azaspiro[2.5]octane-7-carboxamide FC1(CNC12CCC(CC2)NC(=O)[C@H]2CCN(C1(CC1)C2)C(=O)C2=NNC(=C2)C2=CC(=NC=C2F)OC)F